NC1CN(CC1)C1=CC=CC(=N1)N1CC=2C(=NC=CC2C1=O)C1=C(C=CC=C1C)F 2-(6-(3-aminopyrrolidin-1-yl)pyridin-2-yl)-4-(2-fluoro-6-methylphenyl)-2,3-dihydro-1H-pyrrolo[3,4-c]pyridin-1-one